allyl-aniline C(C=C)NC1=CC=CC=C1